4-((7-bromo-6-chloro-8-fluoro-4-hydroxyquinazolin-5-yl)oxy)-3-(methylamino)butanenitrile BrC1=C(C(=C2C(=NC=NC2=C1F)O)OCC(CC#N)NC)Cl